2-Chloro-4-((3S)-8-(4-(4-((4-(4-((2,6-dioxopiperidin-3-yl)amino)-2-fluorophenyl)piperidin-1-yl)methyl)piperidine-1-carbonyl)phenyl)-3-methyl-2,8-diazaspiro[4.5]decan-2-yl)benzonitrile ClC1=C(C#N)C=CC(=C1)N1CC2(C[C@@H]1C)CCN(CC2)C2=CC=C(C=C2)C(=O)N2CCC(CC2)CN2CCC(CC2)C2=C(C=C(C=C2)NC2C(NC(CC2)=O)=O)F